[Cl-].C[N+](CCCCCCCCCCCCCCCCCC)(CCCCCCCCCCCCCCCCCC)CCNC([C@@H](N)CCCNC(N)=N)=O N-methyl-N-(2-(arginoylamino)ethyl)-N,N-Dioctadecyl-aminium chloride